COC1=C(CN(S(=O)(=O)C=C)CC2=C(C=C(C=C2)OC)OC)C=CC(=C1)OC N,N-BIS(2,4-DIMETHOXYBENZYL)ETHENESULFONAMIDE